CN(C(CN1[C@](COC2=C(C1=O)OC1=C2C=CC(=C1)C=1OC=CN1)(C(=O)NCC1=NC=CC=C1OC)C)=O)C (R)-4-(2-(dimethylamino)-2-oxoethyl)-N-((3-methoxypyridin-2-yl)methyl)-3-methyl-8-(oxazol-2-yl)-5-oxo-2,3,4,5-tetrahydrobenzofuro[2,3-f][1,4]oxazepine-3-carboxamide